C(#N)C1=C(S(C2=C1CNCC2)C)NC(CC2=CC=C(C=C2)S(N)(=O)=O)=O N-(3-cyano-1-methyl-4,5,6,7-tetrahydrothieno[3,2-c]pyridin-2-yl)-2-(4-sulfamoylphenyl)acetamide